1-(6-methoxy-3-pyridyl)ethanone COC1=CC=C(C=N1)C(C)=O